(benzofuran-5-yl)-2-(pyridin-3-ylmethyl)-2,4,5,6-tetrahydropyrrolo[3,4-c]pyrazole O1C=CC2=C1C=CC(=C2)C2=C1C(=NN2CC=2C=NC=CC2)CNC1